C(C)(C)(C)N1CC(NCC1)C1=C(C=CC=C1)Cl tert-butyl-3-(2-chlorophenyl)piperazine